(S)-4-(3-aminopropyl)-2,2-dimethylpyrrolidine-1-carboxylic acid tert-butyl ester C(C)(C)(C)OC(=O)N1C(C[C@@H](C1)CCCN)(C)C